CC(C[C@@H](C(N[C@@H](C[C@H]1C(NCC1)=O)C(COC1=C(C(=CC(=C1F)F)F)F)=O)=O)NC(C(=O)NC1=C(C=CC=C1)OC(F)(F)F)=O)C N1-((S)-4-methyl-1-oxo-1-(((S)-3-oxo-1-((S)-2-oxopyrrolidin-3-yl)-4-(2,3,5,6-tetrafluorophenoxy)butan-2-yl)amino)pentan-2-yl)-N2-(2-(trifluoromethoxy)-phenyl)oxalamide